N1C=NC2=C1C=C(C=C2)N2C(SCC2=O)C2=CSC=C2 3-(1H-Benzo[d]imidazol-6-yl)-2-(thiophen-3-yl)thiazolidin-4-on